N-benzyl-N-((1S,4r)-4-(((2S,5R)-5-((R)-(3-fluorophenyl)(hydroxy)methyl)pyrrolidin-2-yl)methyl)cyclohexyl)methanesulfonamide C(C1=CC=CC=C1)N(S(=O)(=O)C)C1CCC(CC1)C[C@H]1N[C@H](CC1)[C@@H](O)C1=CC(=CC=C1)F